1-ethoxy-3-[[5-(trifluoromethyl)-1,2,4-oxadiazol-3-yl]phenyl]urea C(C)ONC(=O)NC1=C(C=CC=C1)C1=NOC(=N1)C(F)(F)F